Cl.NCC1[C@@H]2CN(C[C@H]12)C1=CC=C(C=N1)C=1C=2N(C=C(C1)OCC(C)(C)O)N=CC2C#N 4-(6-((1R,5S,6s)-6-(aminomethyl)-3-azabicyclo[3.1.0]hexan-3-yl)pyridin-3-yl)-6-(2-hydroxy-2-methylpropoxy)pyrazolo[1,5-a]pyridine-3-carbonitrile hydrochloride